ClC1=CC=C(OCC23CCC(CC2)(N3C(=O)[O-])[C@@H](O)C3=CC(=CC=C3)F)C=C1 1-((4-chlorophenoxy)methyl)-4-((S)-(3-fluorophenyl)(hydroxy)methyl)-7-azabicyclo[2.2.1]heptane-7-carboxylate